O(C1=CC=CC=C1)[Y] phenoxyyttrium